C(C1=CC=CC=C1)OC1=C(C(=C2C=CC(=CC2=C1)NC(=O)NCCC1CCN(CC1)C1=CC2=C(N(C(N2C)=O)C2C(NC(CC2)=O)=O)C=C1F)F)N1S(NC(C1)=O)(=O)=O 1-[7-benzyloxy-5-fluoro-6-(1,1,4-trioxo-1,2,5-thiadiazolidin-2-yl)-2-naphthyl]-3-[2-[1-[1-(2,6-dioxo-3-piperidyl)-6-fluoro-3-methyl-2-oxo-benzimidazol-5-yl]-4-piperidyl]ethyl]urea